Fmoc-D-aspartic acid C(=O)(OCC1C2=CC=CC=C2C2=CC=CC=C12)N[C@H](CC(=O)O)C(=O)O